C[C@H]1N(CCN(C1=O)C)CCOC1=CC=C(C=C1)NC(NCC(=O)NC1=CC=C(C=C1)N(C(OCC1=CC=CC=C1)=O)[C@@H]1C[C@@H](N(C2=CC=CC=C12)C(CC)=O)C)=O benzyl (4-(2-(3-(4-(2-((R)-2,4-dimethyl-3-oxopiperazin-1-yl)ethoxy)phenyl)ureido)acetamido)phenyl)((2S,4R)-2-methyl-1-propionyl-1,2,3,4-tetrahydroquinolin-4-yl)carbamate